BrC=1C=C(C=CC1)C1(COC1)C(=O)O 3-(3-bromophenyl)oxetane-3-carboxylic acid